N-myristoyl-methylaminopropionic acid C(CCCCCCCCCCCCC)(=O)N(C)C(C(=O)O)C